C(C)(C)(C)OCC(CC)OC(C)(C)C 1,2-di-t-butoxybutane